C([C@@H]1[C@H]([C@H]([C@H](O1)OP(=O)(CP(=O)(O)O)O)O)O)OP(=O)(O)O 5-Phosphoribosyl-1-(Beta-Methylene) Pyrophosphate